4-(3-cyclopropyl-1,2,4-oxadiazol-5-yl)-8-(1-(2-hydroxy-2-methylpropyl)-1H-pyrazol-4-yl)-1-(4-methoxybenzyl)-1,3-dihydro-2H-benzo[b]azepin-2-one C1(CC1)C1=NOC(=N1)C1=CC2=C(N(C(C1)=O)CC1=CC=C(C=C1)OC)C=C(C=C2)C=2C=NN(C2)CC(C)(C)O